Potassium Dodecanoate C(CCCCCCCCCCC)(=O)[O-].[K+]